FC(CN1C(=NC2=C1C=CC=C2C2=CC=C(C(=O)N[C@@H]1COCCC1)C=C2)C(F)(F)F)F 4-(1-(2,2-difluoroethyl)-2-(trifluoromethyl)-1H-benzimidazol-4-yl)-N-((3S)-tetrahydro-2H-pyran-3-yl)benzamide